[Si](C1=CC=CC=C1)(C1=CC=CC=C1)(C(C)(C)C)O[C@@H]1[C@H]2[C@@H](N([C@@H](C1)C2)C(=O)OC(C)(C)C)C#C tert-butyl (1R,3R,4R,5S)-5-((tert-butyldiphenylsilyl)oxy)-3-ethynyl-2-azabicyclo[2.2.1]heptane-2-carboxylate